2-Benzyl-2-azaspiro[3.3]heptan-6-yl (2R,6S)-4-(5-cyanopyrimidin-2-yl)-2,6-dimethylpiperazine-1-carboxylate C(#N)C=1C=NC(=NC1)N1C[C@H](N([C@H](C1)C)C(=O)OC1CC2(CN(C2)CC2=CC=CC=C2)C1)C